C(C)(C)(C)OC(N(C)CCOC1=CC(=C(C=C1)C)C(NC1(CC1)C1=C2C=CN=CC2=CC=C1)=O)=O tert-Butyl(2-(3-((1-(isoquinolin-5-yl)cyclopropyl)carbamoyl)-4-methylphenoxy)ethyl)(methyl)carbamate